COC1=C2C=C(NC2=CC=C1)C(=O)N[C@H](C(CN(C(C#C)=O)C[C@H]1C(NCC1)=O)=O)CC(C)C 4-methoxy-N-((S)-5-methyl-2-oxo-1-(N-(((S)-2-oxopyrrolidin-3-yl)methyl)propiolamido)hexan-3-yl)-1H-indole-2-carboxamide